tert-butyl 5-((3-chloro-2-methoxyphenyl)carbamothioyl)-4-(((3-((6-methylpyrazin-2-yl)methoxy)pyridin-4-yl)methyl)amino)-6-oxo-3,6-dihydropyridine-1(2H)-carboxylate ClC=1C(=C(C=CC1)NC(=S)C1=C(CCN(C1=O)C(=O)OC(C)(C)C)NCC1=C(C=NC=C1)OCC1=NC(=CN=C1)C)OC